2,5-dichloro-4-(bis(diphenylmethyl) phosphino)-3-thiophenesulfonate ClC=1SC(=C(C1S(=O)(=O)[O-])P(C(C1=CC=CC=C1)C1=CC=CC=C1)C(C1=CC=CC=C1)C1=CC=CC=C1)Cl